ortho-secondary butylphenyl glycidyl ether C(C1CO1)OC1=C(C=CC=C1)C(C)CC